N1C[C@H](CC1)C1=CC=C(C=C1)NC(C1=CC=C(C=C1)C(F)(F)F)=O |r| (RS)-N-(4-Pyrrolidin-3-yl-phenyl)-4-trifluoromethyl-benzamide